Tert-Butyl 3-cyclopropoxy-1H-Pyrazole-1-carboxylate C1(CC1)OC1=NN(C=C1)C(=O)OC(C)(C)C